N-(9-((2R,4S,5R)-4-(benzyloxy)-5-((benzyloxy)methyl)-5-methyltetrahydrofuran-2-yl)-6-hydroxy-9H-purin-2-yl)isobutyramide C(C1=CC=CC=C1)O[C@H]1C[C@@H](O[C@]1(C)COCC1=CC=CC=C1)N1C2=NC(=NC(=C2N=C1)O)NC(C(C)C)=O